2,2-bis[4-(4-maleimidophenoxy)phenyl]butane C1(C=CC(N1C1=CC=C(OC2=CC=C(C=C2)C(C)(CC)C2=CC=C(C=C2)OC2=CC=C(C=C2)N2C(C=CC2=O)=O)C=C1)=O)=O